ethyl 6-chloro-1-[4-hydroxy-3-(ethoxycarbonyl)-1,5-naphthyridin-6-yl]-1,4-dihydro-4-oxo-1,5-naphthyridine-3-carboxylate ClC=1N=C2C(C(=CN(C2=CC1)C=1N=C2C(=C(C=NC2=CC1)C(=O)OCC)O)C(=O)OCC)=O